3-(3-(benzyloxy)azetidin-1-yl)-6-chloropyridazine C(C1=CC=CC=C1)OC1CN(C1)C=1N=NC(=CC1)Cl